FC(CN1N=C(C=C1C(=O)OCC)OC)F ethyl 2-(2,2-difluoroethyl)-5-methoxy-pyrazole-3-carboxylate